IC1=C(C=CC=C1)NC1=CCCCCCC1 2-(2-iodophenylamino)cycloocta-1-ene